F[C@H]1CN(CCC[C@@H]1OC=1C=2N(C=C(N1)C=1C=NN(C1)C)N=CC2)C(=O)OC(C)(C)C |r| rac-tert-butyl (3S,4S)-3-fluoro-4-[6-(1-methylpyrazol-4-yl)pyrazolo[1,5-a]pyrazin-4-yl]oxy-azepane-1-carboxylate